6-[4-(Methylsulfonylmethyl)phenyl]-4-[(3S)-piperidin-3-ylamino]pyrido[3,2-d]pyrimidine-8-carboxamide CS(=O)(=O)CC1=CC=C(C=C1)C=1C=C(C=2N=CN=C(C2N1)N[C@@H]1CNCCC1)C(=O)N